3,5-bis(trifluoromethyl)benzene [(1S)-1-[(2S,4R,5R)-5-(5-amino-2,7-dioxo-6H-thiazolo[4,5-d]pyrimidin-3-yl)-4-hydroxy-tetrahydrofuran-2-yl]propyl]acetate NC=1NC(C2=C(N1)N(C(S2)=O)[C@H]2[C@@H](C[C@H](O2)[C@H](CC)OC(C)=O)O)=O.FC(C=2C=CC=C(C2)C(F)(F)F)(F)F